5-methyl-2-phenyl-1,2,4-triazol-3-one CC1=NC(N(N1)C1=CC=CC=C1)=O